C1(CCC1)C1=CC(=C(C(=O)OC)C=C1C=1NC(=CN1)COC)C methyl 4-cyclobutyl-5-(5-(methoxymethyl)-1H-imidazol-2-yl)-2-methylbenzoate